ClC=1C(=NC=CC1C1=C(C(=CC=C1)NC1=NC=CC(=C1F)CN1CC(C1)O)Cl)C1=CC(=C(CNCC2CCC(N2)=O)C=C1)OC 5-(((4-(3-chloro-4-(2-chloro-3-((3-fluoro-4-((3-hydroxyazetidin-1-yl)methyl)pyridin-2-yl)amino)phenyl)pyridin-2-yl)-2-methoxybenzyl)amino)methyl)pyrrolidin-2-one